6-(tert-butyl) 3-ethyl (R)-7-methyl-4,7-dihydrothieno[2,3-c]pyridine-3,6(5H)-dicarboxylate C[C@H]1N(CCC2=C1SC=C2C(=O)OCC)C(=O)OC(C)(C)C